tert-butyl 4-{4-[(4-{4-[(2,2-dimethylpropyl) carbamoyl]phenoxy}-3-methylphenyl)amino]pyrido[3,4-d]pyrimidin-6-yl}piperazine-1-carboxylate CC(CNC(=O)C1=CC=C(OC2=C(C=C(C=C2)NC=2C3=C(N=CN2)C=NC(=C3)N3CCN(CC3)C(=O)OC(C)(C)C)C)C=C1)(C)C